4-methyl-6,7-dihydrothieno[3,2-c]pyridine-2,5(4H)-dicarboxylic acid 5-tert-butyl ester 2-ethyl ester CCOC(=O)C1=CC=2C(N(CCC2S1)C(=O)OC(C)(C)C)C